1-benzyl-N-(2,4-dichlorobenzyl)piperidine-4-carboxamide C(C1=CC=CC=C1)N1CCC(CC1)C(=O)NCC1=C(C=C(C=C1)Cl)Cl